N[C@@H]1CN(CCC1)CC=1C=C(C=C(C1)N1C=NC(=C1)C)NC(=O)C1CN(CCC1)C1=CC=C(C=C1)F N-(3-(((S)-3-aminopiperidin-1-yl)methyl)-5-(4-methyl-1H-imidazol-1-yl)phenyl)-1-(4-fluorophenyl)piperidine-3-carboxamide